3-Chloro-6-(2,2-difluorobenzo[d][1,3]dioxol-4-yl)picolinic acid ClC=1C(=NC(=CC1)C1=CC=CC=2OC(OC21)(F)F)C(=O)O